4-(5,6-dimethyl-benzimidazol-1-yl)-phenylamine CC1=CC2=C(N(C=N2)C2=CC=C(C=C2)N)C=C1C